C(C=C)N(C1=C(C(=CC(=C1)Cl)CC(CS(=O)(=O)C1=CC=CC=C1)C)OCOC)CC=C N,N-diallyl-5-chloro-2-(methoxymethoxy)-3-(2-methyl-3-(benzenesulfonyl)propyl)aniline